N,N-diethylamino-9H-purin-6-amine C(C)NN(C1=C2N=CNC2=NC=N1)NCC